B1CCCCCCC1 Borocane